N1(CCNCCC1)C=1C=NC2=CC=C(C=C2C1)C=1C(=NNC1)C1=NC(=CC=C1)C 3-(1,4-diazepan-1-yl)-6-[3-(6-methyl-2-pyridyl)-1H-pyrazol-4-yl]quinoline